C[C@@H]1CN(C[C@@H](N1)C)C1=CC=CC(=N1)[C@H](C)N[S@](=O)C(C)(C)C (R)-N-((S)-1-(6-((3R,5S)-3,5-dimethylpiperazin-1-yl)pyridin-2-yl)ethyl)-2-methylpropane-2-sulfinamide